2,4-difluoro-3-[1-(1-[[2-(trimethylsilyl)ethoxy]methyl]-4,5,6,7-tetrahydro-1,3-benzodiazol-2-yl)imidazo[1,5-a]pyridin-6-yl]aniline FC1=C(N)C=CC(=C1C=1C=CC=2N(C1)C=NC2C2=NC1=C(N2COCC[Si](C)(C)C)CCCC1)F